3-[3-(3-fluorophenyl)prop-2-enoyl]-6-methyl-3,4-dihydro-2H-pyran-2,4-dione FC=1C=C(C=CC1)C=CC(=O)C1C(OC(=CC1=O)C)=O